ClC1=C(C=CC=C1)NC1=C(C=CC=C1)C(C)=O 1-(2-((2-chlorophenyl)amino)phenyl)ethan-1-one